3-((R)-2-((tert-Butoxycarbonyl)amino)-3-(3-chloro-4-methoxyphenyl)-propionamido)-2-(hydroxymethyl)-2-methylpropanoic acid methyl ester COC(C(CNC([C@@H](CC1=CC(=C(C=C1)OC)Cl)NC(=O)OC(C)(C)C)=O)(C)CO)=O